(R)-3-(2-(3-(difluoromethoxy)pyrrolidin-1-yl)ethyl)-5-methoxy-1H-indole FC(O[C@H]1CN(CC1)CCC1=CNC2=CC=C(C=C12)OC)F